C(=O)O.C(C1=CC=CC=C1)[Mg]Br benzyl-magnesium bromide format